N1N(CCC=C1)C(=O)O 3,4-Dihydropyridazine-2(1H)-formic acid